CN(CCN1N=CC(=C1)C1=CC=C(C=C1)C1=NNC=2C1=NN(C(C2)=O)C2=C(C=CC=C2OC)F)C 3-(4-(1-(2-(dimethylamino)ethyl)-1H-pyrazol-4-yl)phenyl)-5-(2-fluoro-6-methoxyphenyl)-1H-pyrazolo[4,3-c]pyridazin-6(5H)-one